4,6-dihydropyrrolo[3,4-c]pyrazole-4-carboxamide N=1NC=C2C1CNC2C(=O)N